6,7-dihydro-5H-benzo[7]annulene-3-thiocarboxylic hydrazide C1=CC(=CC2=C1C=CCCC2)C(=S)NN